1,3-bis(2-mercaptoethyl)benzene SCCC1=CC(=CC=C1)CCS